4-[3-(2-methoxy-1-methyl-vinyl)-4-methyl-phenyl]isoxazole COC=C(C)C=1C=C(C=CC1C)C=1C=NOC1